COC=1C=C(C=CC1C)NC(=O)C1CCC(CC1)N1C(NC2=C1C=CC=C2N2CCNCC2)=O N-(3-methoxy-4-methylphenyl)-4-[2-oxo-4-(piperazin-1-yl)-2,3-dihydro-1H-1,3-benzodiazol-1-yl]cyclohexane-1-carboxamide